2-[4-[(3S)-3-(5-cyano-3-furyl)isoxazolidine-2-carbonyl]-1-piperidinyl]pyrimidine-4-carboxamide C(#N)C1=CC(=CO1)[C@H]1N(OCC1)C(=O)C1CCN(CC1)C1=NC=CC(=N1)C(=O)N